NCC(CS)S 3-amino-1,2-propanedithiol